3-(4-nitrophenyl)propionyl chloride [N+](=O)([O-])C1=CC=C(C=C1)CCC(=O)Cl